4-[(3-{7-[(3S,4R)-3-fluoro-1-methyl-4-piperidylamino]-3-(2,2,2-trifluoroethyl)-1-benzothiophen-2-yl}-2-propynyl)(tert-butyl)(oxycarbonylamino)]-2-fluoro-5-anisic acid F[C@H]1CN(CC[C@H]1NC1=CC=CC=2C(=C(SC21)C#CCN(C2=CC(=C(C(=O)O)C=C2OC)F)C(=O)OC(C)(C)C)CC(F)(F)F)C